(1aR,5aR)-2-(5-Chloro-pyridin-2-yl)-1a,2,5,5a-tetrahydro-1H-2,3-diaza-cyclopropa[a]pentalene-4-carboxylic acid ((S)-1-hydroxymethyl-2,2-dimethyl-propyl)-amide OC[C@H](C(C)(C)C)NC(=O)C=1C=2C[C@@H]3[C@H](C2N(N1)C1=NC=C(C=C1)Cl)C3